C1(=CC=CC=C1)OC(=O)N1CCN(CC1)C1(CCN(CC1)C(C)=O)C1=CC=C(C=C1)[C@H](C)N 4-(1-acetyl-4-{4-[(1S)-1-aminoethyl]Phenyl}piperidin-4-yl)piperazine-1-carboxylic acid phenyl ester